4-((R)-3-((cyclopropylmethyl)amino)piperidin-1-yl)-1-(1-(1-(5-(dimethylamino)pyridin-3-yl)-1H-pyrazol-4-yl)ethyl)pyridin-2(1H)-one C1(CC1)CN[C@H]1CN(CCC1)C1=CC(N(C=C1)C(C)C=1C=NN(C1)C=1C=NC=C(C1)N(C)C)=O